FC=1C=C(C=C(C1F)OCC1=NN(C=C1)C)C1C(C1)C=1C=NC(=NC1)C1=NC=CC=N1 5-(2-(3,4-difluoro-5-((1-methyl-1H-pyrazol-3-yl)methoxy)phenyl)cyclopropyl)-2,2'-bipyrimidine